[2-(2,6-dioxopiperidin-3-yl)-4-methoxy-3-oxo-2,3-dihydro-1H-isoindol-5-yl]methyl N-[4-(3,4-difluorophenoxy)phenyl]carbamate FC=1C=C(OC2=CC=C(C=C2)NC(OCC=2C(=C3C(N(CC3=CC2)C2C(NC(CC2)=O)=O)=O)OC)=O)C=CC1F